5-chloro-1-(3-chloro-2-fluorophenyl)-1H-pyrazole-4-amide ClC1=C(C=NN1C1=C(C(=CC=C1)Cl)F)C(=O)N